Ethyl-tert-butylether C(C)OC(C)(C)C